4-(6-(6-fluoropyridin-3-yl)-4-(5-nitrothiophene-2-carboxamido)-1H-pyrazolo[3,4-d]pyrimidin-1-yl)piperidine-1-carboxylic acid ethyl ester C(C)OC(=O)N1CCC(CC1)N1N=CC=2C1=NC(=NC2NC(=O)C=2SC(=CC2)[N+](=O)[O-])C=2C=NC(=CC2)F